(Z)-N-(2-(diethylamino)ethyl)-6-(5-fluoro-2-oxoindolin-3-ylidene)-2,4-dimethyl-1,4,5,6-tetrahydrocyclopenta[b]pyrrole-3-carboxamide C(C)N(CCNC(=O)C=1C2=C(NC1C)\C(\CC2C)=C\2/C(NC1=CC=C(C=C21)F)=O)CC